NC(C(C(C(=O)O)([2H])[2H])([2H])[2H])([2H])[2H] Gamma-aminobutyric acid-d6